6-{5-chloro-2-[(oxan-4-yl)amino]pyrimidin-4-yl}-3-(2-hydroxyethyl)-2-[2-oxo-2-(2,3,4,5-tetrahydro-1H-3-benzazepin-3-yl)ethyl]-2,3-dihydro-1H-isoindol-1-one ClC=1C(=NC(=NC1)NC1CCOCC1)C1=CC=C2C(N(C(C2=C1)=O)CC(N1CCC2=C(CC1)C=CC=C2)=O)CCO